3-{[(5-chloropyridin-2-yl)oxy]methyl}-4-methyl-2-[6-methyl-3-(2H-1,2,3-triazol-2-yl)pyridine-2-carbonyl]-2-azabicyclo[3.1.1]heptane ClC=1C=CC(=NC1)OCC1N(C2CC(C1C)C2)C(=O)C2=NC(=CC=C2N2N=CC=N2)C